Cl.Cl.CN1C2=C(N(C(C1=O)=O)C1CCNCC1)N=C(C=C2)C 1,6-dimethyl-4-(piperidin-4-yl)-1,4-dihydropyrido[2,3-b]pyrazine-2,3-dione dihydrochloride